N1C=CC=2C(=CC=CC12)B(O)O INDOLE-4-BORONIC ACID